N-(3-ethyl-6-methoxybenzo[d]isoxazol-5-yl)-2-methoxybenzenesulfonamide C(C)C1=NOC2=C1C=C(C(=C2)OC)NS(=O)(=O)C2=C(C=CC=C2)OC